di(4-chlorophenyl)iodonium hexafluorophosphate F[P-](F)(F)(F)(F)F.ClC1=CC=C(C=C1)[I+]C1=CC=C(C=C1)Cl